FC1(CCN(CC1)C1=NC(=CC(=C1)N1N=CC(=N1)C1=C(C=C(C=C1)NS(=O)(=O)CCO)N1CCC2(CC2)CC1)C)F N-(4-(2-(2-(4,4-difluoropiperidin-1-yl)-6-methylpyridin-4-yl)-2H-1,2,3-triazol-4-yl)-3-(6-azaspiro[2.5]oct-6-yl)phenyl)-2-hydroxyethane-1-sulfonamide